N-((3S,4S)-3-((2-(2,6-dichloro-3,5-dimethoxyphenyl)-4-(4-hydroxy-4-methylpiperidin-1-yl)pyrido[3,4-d]pyrimidin-6-yl)amino)tetrahydro-2H-pyran-4-yl)acrylamide ClC1=C(C(=C(C=C1OC)OC)Cl)C=1N=C(C2=C(N1)C=NC(=C2)N[C@@H]2COCC[C@@H]2NC(C=C)=O)N2CCC(CC2)(C)O